(S)-2-methyl-3-(4-(4-(1-(pentan-3-yl)-1H-pyrazol-4-yl)pyrazolo[1,5-a]pyrazin-6-yl)-1H-pyrazol-1-yl)propane-1,2-diol C[C@@](CO)(CN1N=CC(=C1)C=1N=C(C=2N(C1)N=CC2)C=2C=NN(C2)C(CC)CC)O